CC=1OC(=CN1)C 2,5-dimethyloxazole